methyl 6,6a,7,8,9,10-hexahydro-5H-dipyrido[1,2-a:3',2'-e]pyrazine-8-carboxylate N1=CC=CC=2NCC3N(C21)CCC(C3)C(=O)OC